2-((4-((7-phenylbenzo[d]isothiazol-3-yl)amino)benzyl)amino)ethan-1-ol C1(=CC=CC=C1)C1=CC=CC=2C(=NSC21)NC2=CC=C(CNCCO)C=C2